Cl.ClCC1=CC(=NC=C1)C=1C=NN(C1)C 4-(chloromethyl)-2-(1-methyl-1H-pyrazol-4-yl)pyridine hydrochloride